C(CCCCCCCCCCCCCCC)N1C(=C(C(C(=C1)O)=O)O)C N-hexadecyl-2-methyl-3,5-dihydroxypyridin-4-one